(2S,4R)-1-[(2S)-2-(4-cyclopropyltriazol-1-yl)-3,3-dimethyl-butanoyl]-4-hydroxy-N-[2-(7-methyl-8-oxo-5,6-dihydro-[1,2,4]triazolo[4,3-a]pyrazin-3-yl)ethyl]pyrrolidine-2-carboxamide C1(CC1)C=1N=NN(C1)[C@H](C(=O)N1[C@@H](C[C@H](C1)O)C(=O)NCCC1=NN=C2N1CCN(C2=O)C)C(C)(C)C